C(=O)C=1C(=C2C=C(N(C2=CC1)S(=O)(=O)C1=CC=CC=C1)C#N)C 5-Formyl-4-methyl-1-(phenylsulfonyl)-1H-indole-2-carbonitrile